1-(benzylsulfanyl)-4-bromo-2-(propan-2-yl)benzene C(C1=CC=CC=C1)SC1=C(C=C(C=C1)Br)C(C)C